O=C1NC(CCC1N1C(C2=CC=C(C=C2C1)CNC(=O)NCC1=C(C(=CC=C1)C(F)(F)F)O)=O)=O 1-[[2-(2,6-dioxo-3-piperidyl)-1-oxo-isoindolin-5-yl]methyl]-3-[[2-hydroxy-3-(trifluoromethyl)phenyl]methyl]urea